(1r,4r)-4-(3-chloroanilino)-2'-{3-[(pyrimidin-5-yl)oxy]propyl}-2',3'-dihydrospiro[cyclohexane-1,1'-indene]-4-carboxylic acid ClC=1C=C(NC2(CCC3(C(CC4=CC=CC=C34)CCCOC=3C=NC=NC3)CC2)C(=O)O)C=CC1